(S)-2-((R)-2-oxo-4-n-propyl-1-pyrrolidinyl)butanoic acid O=C1N(C[C@@H](C1)CCC)[C@H](C(=O)O)CC